6-hydroxy-3-oxo-hexanoate OCCCC(CC(=O)[O-])=O